2-{6-[(3r,5s)-3,5-dimethylpiperazin-1-yl]pyridazin-3-yl}-5-(7-fluoro-2-methyl-2H-indazol-5-yl)pyridin-3-ol C[C@@H]1CN(C[C@@H](N1)C)C1=CC=C(N=N1)C1=NC=C(C=C1O)C1=CC2=CN(N=C2C(=C1)F)C